NC=1C(=C(C=CC1)NC(OC(C)(C)C)=O)F t-butyl (3-amino-2-fluorophenyl)carbamate